(S)-2-[[5-(ethylsulfonimidoyl)-6-[7-methyl-3-(trifluoromethyl)imidazo[4,5-c]pyridazin-6-yl]-3-pyridyl]oxy]-2-methyl-propanenitrile C(C)[S@@](=O)(=N)C=1C=C(C=NC1C1=NC2=C(N=NC(=C2)C(F)(F)F)N1C)OC(C#N)(C)C